(S)-N-((S)-4-(cyclopropylamino)-3,4-dioxo-1-((S)-2-oxopyrrolidin-3-yl)butan-2-yl)-2-((R)-N-methyl-3-phenyl-2-(3-phenylpropanamido)propanamido)pentanamide C1(CC1)NC(C([C@H](C[C@H]1C(NCC1)=O)NC([C@H](CCC)N(C([C@@H](CC1=CC=CC=C1)NC(CCC1=CC=CC=C1)=O)=O)C)=O)=O)=O